BrCC(CCCC)CC 5-(bromomethyl)heptane